dichlorosilane-d Cl[SiH]([2H])Cl